bis(2-azidoethoxymethyl)nitroamine N(=[N+]=[N-])CCOCN([N+](=O)[O-])COCCN=[N+]=[N-]